2-[2-(4-diethylamino-2-methylphenyl)vinyl]-4,6-bis(trichloromethyl)-s-triazine C(C)N(C1=CC(=C(C=C1)C=CC1=NC(=NC(=N1)C(Cl)(Cl)Cl)C(Cl)(Cl)Cl)C)CC